FC1=C(C(=O)N(C)C)C=CC=C1C1=NC=C(C(=C1)N1C(C=C(C=C1C)O)=O)C 2-fluoro-3-(4-hydroxy-5',6-dimethyl-2-oxo-2H-[1,4'-bipyridin]-2'-yl)-N,N-dimethylbenzamide